(S)-(1,3-Dimethyl-azetidin-3-yl)-(4-fluoro-phenyl)-(4-trifluoromethoxy-phenyl)-methanol CN1CC(C1)(C)[C@](O)(C1=CC=C(C=C1)OC(F)(F)F)C1=CC=C(C=C1)F